furodiazine N1=NC=CC2=C1C=CO2